1-(benzo[b]thiophen-4-yl)-4-(3-((6-methylpyridin-3-yl)oxy)propyl)piperazine hydrochloride Cl.S1C2=C(C=C1)C(=CC=C2)N2CCN(CC2)CCCOC=2C=NC(=CC2)C